[Si](C)(C)(C(C)(C)C)OC=1C(=C(C=CC1)C=1N=C(/C(/NC1)=N/C(/C(=O)O)=C/C=1OC=CC1)SC1=C(C=CC=C1)F)F (E)-2-(((Z)-5-(3-((tert-butyldimethylsilyl)oxy)-2-fluorophenyl)-3-((2-fluorophenyl)thio)pyrazin-2(1H)-ylidene)amino)-3-(furan-2-yl)acrylic acid